(6Z)-8-(trans-4-aminocyclohexyloxy)-6-isopropoxyimino-5,5-dimethyl-benzo[h]quinazolin-4-amine N[C@@H]1CC[C@H](CC1)OC=1C=CC2=C(\C(\C(C=3C(=NC=NC23)N)(C)C)=N/OC(C)C)C1